C1(CC1)C(C(=O)O)(C)OC 2-CYCLOPROPYL-2-METHOXYPROPANOIC ACID